1-[(3S,4S)-3-fluoro-4-hydroxypyrrolidin-1-yl]-2-[(3R)-3-({4-[2-hydroxy-4-(trifluoromethyl)phenyl]-5H,7H-furo[3,4-d]pyridazin-1-yl}amino)piperidin-1-yl]ethanone F[C@H]1CN(C[C@@H]1O)C(CN1C[C@@H](CCC1)NC1=NN=C(C2=C1COC2)C2=C(C=C(C=C2)C(F)(F)F)O)=O